C(C)N1C=CC2=CC=CC=C12 N-ethyl-indole